CO[Si](C(CCCCCN1CCN(CC1)C)[SiH2]CNCCC[Si](OC)(OC)C)(OC)OC 1-trimethoxysilyl-6-(4-methylpiperazin-1-yl)(methyldimethoxysilylpropylamino)methylsilylhexane